5-methyl-1-(quinolin-5-yl)-1H-pyrazole-4-carboxamide CC1=C(C=NN1C1=C2C=CC=NC2=CC=C1)C(=O)N